C1(=CC=CC=C1)[Si](OOC(C)(C)C)(C1=CC=CC=C1)C1=CC=CC=C1 triphenyl-(t-butylperoxy)silane